N1=C(N=C(C2=NC=CN=C12)N)N pteridine-2,4-diamine